N-[(2-aminopyridin-3-yl)[3-methyl-4-(propan-2-yl)phenyl]methyl]-4-fluoro-1-[2-(1,3,5-trimethyl-1H-pyrazol-4-yl)acetyl]pyrrolidine-2-carboxamide NC1=NC=CC=C1C(NC(=O)C1N(CC(C1)F)C(CC=1C(=NN(C1C)C)C)=O)C1=CC(=C(C=C1)C(C)C)C